(1R,2S,3R,4R,Z)-3-amino-7-(cyclopropylmethylene)-N-neopentylbicyclo[2.2.1]heptane-2-carboxamide N[C@H]1[C@H]([C@H]/2CC[C@@H]1\C2=C/C2CC2)C(=O)NCC(C)(C)C